BrC=1N=C2C(=NC1)N=C(N2CC(F)F)C 5-bromo-3-(2,2-difluoroethyl)-2-methylimidazo[4,5-b]pyrazine